C(CCCCC)C(=C)CCC(CCCC)C 2-hexyl-5-methyl-1-nonene